2-[4-(1,3-benzoxazol-2-yl)-5-hydroxy-1-methyl-6-oxopyrimidin-2-yl]-3-cyclobutyl-1,3-benzodiazol-5-ylurea O1C(=NC2=C1C=CC=C2)C=2N=C(N(C(C2O)=O)C)C=2N(C1=C(N2)C=CC(=C1)NC(=O)N)C1CCC1